Cl.CN1CCN(CCC1)C=1N=CC2=C(N1)N1C(=C(C2=O)NC(CCN2CCN(CC2)C)=O)SC2=C1C=CC=C2 N-(2-(4-methyl-1,4-diazepan-1-yl)-5-oxo-5H-benzo[4',5']thiazolo[3',2':1,6]pyrido[2,3-d]pyrimidin-6-yl)-3-(4-methylpiperazin-1-yl)-propanamide hydrochloride